Cl.BrC1=CC=CC=2C=3N(C(=NC12)N[C@H](C)C(=O)NCCNC)N=C(N3)C=3C=NN(C3)C N2-[7-bromo-2-(1-methyl-1H-pyrazol-4-yl)[1,2,4]triazolo[1,5-c]quinazolin-5-yl]-N-[2-(methylamino)ethyl]-D-alaninamide hydrogen chloride